3-amino-3,8-diazabicyclo[3.2.1]octane NN1CC2CCC(C1)N2